2-[1-[4-[(2,6-dioxo-3-piperidinyl)amino]phenyl]-4-piperidinyl]acetic acid O=C1NC(CCC1NC1=CC=C(C=C1)N1CCC(CC1)CC(=O)O)=O